ClC1=C(C=CC(=O)NC(=N)N)C=CC=C1 (2-Chlorocinnamoyl)guanidin